CN(CCCN=C=NCC)C 3-dimethylaminopropyl-3-Ethylcarbodiimide